Ethyl (((2-aminoethyl) thio) (((R)-1-ethoxy-1-oxopropan-2-yl) amino) phosphoryl)-L-alaninate fumarate salt C(\C=C\C(=O)O)(=O)O.NCCSP(=O)(N[C@@H](C(=O)OCC)C)N[C@@H](C)C(=O)OCC